CC1=C2CC3=C(CC2(C=CC1)C)OC=C3C Furanoeudesma-1,4-diene